(7S)-5-(4-fluoro-3-methylphenyl)-3-iodo-7-methyl-6,7-dihydropyrazolo[1,5-a]pyrazin-4(5H)-one FC1=C(C=C(C=C1)N1C(C=2N([C@H](C1)C)N=CC2I)=O)C